C1NC[C@H]2[C@@H]1CCN(CC2)C2=NC=C(C(=N2)C2=CC=C(C#N)C=C2)C2=CC=C(C=C2)C 4-{2-[(3aR,8aS)-decahydropyrrolo[3,4-d]azepin-6-yl]-5-(4-methylphenyl)pyrimidin-4-yl}benzonitrile